C(#N)C1=C(C=C(C=C1)N1CCC(CC1)C1=CC=C(OCC2CN(C2)C(=O)OC(C)(C)C)C=C1)C(F)(F)F tert-butyl 3-[(4-{1-[4-cyano-3-(trifluoromethyl)phenyl]piperidin-4-yl}phenoxy)methyl]azetidine-1-carboxylate